CC1=CC=C(C(=O)OC2=C(C(=CC(=C2)Br)C=NC(C(=O)OC)CC2=CC=C(C=C2)O)OC(C(C)C)=O)C=C1 5-bromo-3-((3-(4-hydroxyphenyl)-1-methoxy-1-oxopropan-2-ylimino)methyl)-2-(isobutyryloxy)phenyl 4-methylbenzoate